(2R,5R)-2,5-dimethyl-4-(7-toluenesulfonyl-5-(trifluoromethyl)-7H-pyrrolo[2,3-d]pyrimidin-4-yl)piperazine-1-carboxylic acid tert-butyl ester C(C)(C)(C)OC(=O)N1[C@@H](CN([C@@H](C1)C)C=1C2=C(N=CN1)N(C=C2C(F)(F)F)S(=O)(=O)CC2=CC=CC=C2)C